NC1=CC=C(C=C1)SC1=C(C=C(N)C=C1)CC(C)C 4-((4-aminophenyl)thio)-3-isobutylaniline